C(C1=CC=CC=C1)N(C(C(=O)O)CC(C(F)F)(C)C)C(=O)OC 2-(Benzylmethoxycarbonylamino)-5,5-difluoro-4,4-dimethylpentanoic acid